NC(CCS)(C)C 3-Amino-3-methyl-1-butanthiol